I.C1(=CC=CC=C1)CCN 2-PHENYLETHYLAMINE HYDROIODIDE